C1(=CC=C(C=C1)[SiH3])C1=CC=CC=C1 (4-biphenylyl)silane